4-((8-Cyclobutoxy-7-(1H-pyrazol-4-yl)-[1,2,4]triazolo[1,5-c]pyrimidin-2-yl)amino)-N-((1-(2-(2,6-dioxopiperidin-3-yl)-1,3-dioxoisoindolin-5-yl)piperidin-4-yl)methyl)-3-methylbenzamide C1(CCC1)OC=1C=2N(C=NC1C=1C=NNC1)N=C(N2)NC2=C(C=C(C(=O)NCC1CCN(CC1)C=1C=C3C(N(C(C3=CC1)=O)C1C(NC(CC1)=O)=O)=O)C=C2)C